N-((1R)-1-(4-chlorophenyl)ethyl)-1-(((2S)-4-((3-cyano-1-azetidinyl)sulfonyl)-2-morpholinyl)carbonyl)-D-prolinamide ClC1=CC=C(C=C1)[C@@H](C)NC([C@@H]1N(CCC1)C(=O)[C@@H]1CN(CCO1)S(=O)(=O)N1CC(C1)C#N)=O